4-(5-(trifluoromethyl)pyrimidin-2-yl)aniline FC(C=1C=NC(=NC1)C1=CC=C(N)C=C1)(F)F